OCCN(C(CCCCCCCCC)=O)CCO N,N-bis(2-hydroxyethyl)decanamide